2-(1-methacryloylpiperidin-2-yl)-1H-imidazole-5-carboxamide C(C(=C)C)(=O)N1C(CCCC1)C=1NC(=CN1)C(=O)N